N1N=C(C=C1)C1=NN=C(O1)C=1C=C(N)C=CC1 3-(5-(1H-pyrazol-3-yl)-1,3,4-oxadiazol-2-yl)aniline